ClC1=CC(=NC(=N1)N1CCN(CC1)S(=O)(=O)C=1C=C2CCNC2=CC1)C#N 6-chloro-2-(4-(indolin-5-ylsulfonyl)piperazin-1-yl)pyrimidine-4-carbonitrile